(R)-2-(6-(1-((tert-butoxycarbonyl)amino)ethyl)-5-fluoro-1H-indol-2-yl)-1-cyclopropyl-7-fluoro-1H-benzo[d]Imidazole-5-carboxylic acid methyl ester COC(=O)C1=CC2=C(N(C(=N2)C=2NC3=CC(=C(C=C3C2)F)[C@@H](C)NC(=O)OC(C)(C)C)C2CC2)C(=C1)F